O(S(=O)(=O)C(F)(F)F)C1=C(C=CC(=C1F)OC(F)(F)F)C1=C(C(=C(C=C1)C1=CCC(CC1)CCC)F)F 3,2',3'-trifluoro-4'-(4-propyl-cyclohex-1-enyl)-4-trifluoromethoxy-biphenyl-2-yl triflate